1,3-dichloro-7-hydroxy-9,9-dimethylacridine-2(9H)-one ClC=1C(C(=CC2=NC3=CC=C(C=C3C(C12)(C)C)O)Cl)=O